N-[5-(3,5-difluorobenzyl)-1H-indazol-3-yl]-4-(4-methylpiperazin-1-yl)-2-(tetrahydro-2H-pyran-4-ylamino)benzamide FC=1C=C(CC=2C=C3C(=NNC3=CC2)NC(C2=C(C=C(C=C2)N2CCN(CC2)C)NC2CCOCC2)=O)C=C(C1)F